CC(C(CC(=O)O)=O)C 4-methyl-3-ketopentanoic acid